C(#N)C1CN(CCOC1)C(=O)OC(C)(C)C tert-butyl 6-cyano-1,4-oxazepane-4-carboxylate